FC=1C=NC=CC1\C=C\C1=CC=C(C=C1)OC(F)(F)F 3-fluoro-4-[(1E)-2-[4-(trifluoromethoxy)phenyl]ethenyl]pyridine